N[Pt](N)(N)(N)(Cl)(Cl)(Cl)Cl tetra-aminoplatinum tetrachloride